C1(CCC1)CN1N=CC=2N=C(N=C(C21)N[C@H](C)C=2C=NC1=CC=CC=C1C2)N2CCN(CC2)C(C)=O 1-{4-[1-Cyclobutylmethyl-7-((R)-1-quinolin-3-yl-ethylamino)-1H-pyrazolo[4,3-d]pyrimidin-5-yl]-piperazin-1-yl}-ethanon